2,5-Dioxopyrrolidin-1-yl (2-methoxyethyl) carbonate C(ON1C(CCC1=O)=O)(OCCOC)=O